dimethyl-(p-mercaptophenyl)sulfonium C[S+](C1=CC=C(C=C1)S)C